[N+](=O)([O-])C1=CC(=CC(=C1)C=C)[N+](=O)[O-] 1,3-dinitro-5-vinylbenzene